(2-ethylthexyl) phosphate P(=O)(OC(CCC)(C)C(C)C)([O-])[O-]